N1CC(C1)NC=1C(=C(C=CC1)SC=1N=CC(=NC1)N1CCC(CC1)(C(=O)[O-])C)Cl 1-(5-((3-(azetidin-3-ylamino)-2-chlorophenyl) thio) pyrazin-2-yl)-4-methylpiperidin-4-carboxylate